COC1=NC=CC(=C1)CN(C1CNCCC1)CC1=CN(C2=CC=CC=C2C1=O)C 3-({[(2-methoxypyridin-4-yl)methyl](piperidin-3-yl)amino}methyl)-1-methyl-1,4-dihydroquinolin-4-one